(R)-5-(bicyclo[1.1.1]pentan-1-yl)-3-butyl-7-chloro-8-methoxy-2,3,4,5-tetrahydrobenzo[f][1,2,5]thiadiazepine 1,1-dioxide C12(CC(C1)C2)N2C[C@H](NS(C1=C2C=C(C(=C1)OC)Cl)(=O)=O)CCCC